diethyl ((3-(difluoromethyl)-5-(phenylcarbamoyl)benzo[b]thiophen-2-yl)difluoromethyl)phosphonate FC(C=1C2=C(SC1C(F)(F)P(OCC)(OCC)=O)C=CC(=C2)C(NC2=CC=CC=C2)=O)F